O[C@@]12[C@]3(CCC(C=C3CC[C@H]1[C@@H]1CC[C@H](C(CO)C)[C@]1(CC2)C)=O)C 9,21-dihydroxy-20-methyl-pregna-4-en-3-one